C(C(C)C)[C@@H]1CNC(N(C1=O)C1CC2(CC(C2)OC2=C(C(=O)N)C=CC=N2)C1)=O (((R)-6-(5-isobutyl-2,6-dioxotetrahydropyrimidin-1(2H)-yl)spiro[3.3]heptan-2-yl)oxy)nicotinamide